(R)-2-((R)-4-(5-chloropyrimidin-2-yl)-2-(hydroxymethyl)-3,6-dihydropyridin-1(2H)-yl)-4-((1-(hydroxymethyl)cyclobutyl)amino)-6,7-dihydrothieno[3,2-d]pyrimidine 5-oxide ClC=1C=NC(=NC1)C=1C[C@@H](N(CC1)C=1N=C(C2=C(N1)CC[S@]2=O)NC2(CCC2)CO)CO